NC1=C(C(=CC=2SC(=CC21)C(C[C@@H](C(=O)O)CC)=O)OC)O (S)-4-(4-amino-5-hydroxy-6-methoxybenzo[b]thiophen-2-yl)-2-ethyl-4-oxobutanoic acid